(1r,4r)-4-((4-Methoxy-5-(1-propyl-1H-benzo[d][1,2,3]triazol-6-yl)pyrrolo[2,1-f][1,2,4]triazin-2-yl)amino)-1-methylcyclohexan-1-ol COC1=NC(=NN2C1=C(C=C2)C=2C=CC1=C(N(N=N1)CCC)C2)NC2CCC(CC2)(O)C